(1R,4S)-4-hydroxy-4-((S)-5H-imidazo[5,1-a]isoindol-5-yl)cyclohexane-1-carbonitrile OC1(CCC(CC1)C#N)[C@H]1N2C(C3=CC=CC=C13)=CN=C2